7-Fluoro-8-(2,6-dimethoxy-4-propylphenyl)imidazo[1,2-a]pyridine FC1=C(C=2N(C=C1)C=CN2)C2=C(C=C(C=C2OC)CCC)OC